7-(azidophenylmethyl)-2-chloro-5-methylpyrrolo[3,2-d]pyrimidine N(=[N+]=[N-])C(C1=CN(C2=C1N=C(N=C2)Cl)C)C2=CC=CC=C2